C(C)(C)(C)[C@@H]1CC=2C=C(C(=NC2C=2N1C=C(C(C2)=O)C(=O)OCC)CO)OCCCOC ethyl (S)-6-(tert-butyl)-2-(hydroxymethyl)-3-(3-methoxypropoxy)-10-oxo-5,10-dihydro-6H-pyrido[1,2-h][1,7]naphthyridine-9-carboxylate